ClC1=NC=C(C(=C1)C1=C(C=NC(=C1)C)C(=O)NC=1SC2=C(N1)CN(C2)C(C2=NC(=CC=C2)OC)=O)OC 2'-Chloro-5'-methoxy-N-(5-(6-methoxy-picolinoyl)-5,6-dihydro-4H-pyrrolo[3,4-d]thiazol-2-yl)-6-methyl-[4,4'-bipyridine]-3-carboxamide